ClC1=NC(=C(C(=C1C#N)CC)C#N)N1CCC(CC1)N(C)C 2-chloro-6-(4-(dimethylamino)piperidin-1-yl)-4-ethylpyridine-3,5-dicarbonitrile